C(#N)C1=CC(=NC=C1)[C@H]1NOCC1 (3S)-3-(4-cyano-2-pyridyl)isoxazolidine